C(C)(=O)NCSC[C@H](N)C(=O)O S-acetylaminomethylcysteine